C(#N)C(C)(C)N1N=C(C(=C1)NC1=NC=C(C(=N1)OCC1CC(C1)C#N)F)C 3-(((2-((1-(2-cyanopropan-2-yl)-3-methyl-1H-pyrazol-4-yl)amino)-5-fluoropyrimidin-4-yl)oxy)methyl)cyclobutane-1-carbonitrile